N1(NNCC1)C(=O)O Triazolidinecarboxylic acid